COC1=C(C=CC=C1)N(C(C)=O)C(C(=O)O)C 2-[N-(2-methoxyphenyl)acetamido]-propanoic Acid